COC=1C=C(C=CC1OC)C1=C(C=C(C=C1)NC(=O)N1CCC2(CCCO2)CC1)C=1N=NN(N1)C(C1=CC=CC=C1)(C1=CC=CC=C1)C1=CC=CC=C1 N-(3',4'-dimethoxy-2-(2-trityl-2H-tetrazol-5-yl)-[1,1'-biphenyl]-4-yl)-1-oxa-8-azaspiro[4.5]decane-8-carboxamide